OCC(C)(C)[C@@H]1CC[C@H](CC1)NC(CN1C=NC2=C(C1=O)N(N=C2NC2=CC=C(C=C2)C(F)(F)F)C)=O N-((trans)-4-(1-hydroxy-2-methylpropan-2-yl)cyclohexyl)-2-(1-methyl-7-oxo-3-((4-(trifluoromethyl)phenyl)amino)-1,7-dihydro-6H-pyrazolo[4,3-d]pyrimidin-6-yl)acetamide